[2-(4-chlorophenyl)-4,4-dimethylcyclohex-1-en-1-yl]-1,4-dimethylcyclohex-1-ene ClC1=CC=C(C=C1)C1=C(CCC(C1)(C)C)C1=C(CCC(C1)C)C